C(C)OC(C)=O.C(C)OC(C)=O acetic acid ethyl ester Ethyl-(E)-acetate